1,2,3-trimethyltetrahydropyrimidinium C[NH+]1C(N(CCC1)C)C